5-(3-fluorophenyl)-N-{2-[(2,2,2-trifluoroethyl)amino]ethyl}-6-[3-(trifluoromethyl)phenoxy]pyridine-3-carboxamide FC=1C=C(C=CC1)C=1C=C(C=NC1OC1=CC(=CC=C1)C(F)(F)F)C(=O)NCCNCC(F)(F)F